3-[[(5S,7S)-7-fluoro-5-phenyl-6,7-dihydro-5H-pyrrolo[1,2-b][1,2,4]triazol-2-yl]sulfanyl]cyclobutanone F[C@H]1C[C@H](N2N=C(N=C21)SC2CC(C2)=O)C2=CC=CC=C2